4-cyano-4''-ethyl-p-terphenyl C(#N)C1=CC=C(C=C1)C1=CC=C(C=C1)C1=CC=C(C=C1)CC